CN[C@@H](CC(O)=O)C(=O)N[C@@H](CC1=CC=CC=C1)C(=O)O.CN(C=O)C dimethyl-formamide methyl-L-α-aspartyl-L-phenylalaninate